ClC1=C(C=CC=C1OCCN(C)C)C1=NOC(=C1C1=NC=CC=N1)C=1C=NN(C1C(F)(F)F)CCC(C)C 4-[4-(3-{2-chloro-3-[2-(dimethylamino)ethoxy]phenyl}-4-(pyrimidin-2-yl)-1,2-oxazol-5-yl)-5-(trifluoromethyl)-1H-pyrazol-1-yl]-2-methylbutan